3-amino-6-[7-methoxy-8-(prop-2-enamido)naphthalen-2-yl]-N-[(1r,4r)-4-(dimethylamino)cyclohexyl]pyridine-2-carboxamide NC=1C(=NC(=CC1)C1=CC2=C(C(=CC=C2C=C1)OC)NC(C=C)=O)C(=O)NC1CCC(CC1)N(C)C